[5-(4-aminocinnolin-7-yl)-4-[4-(difluoromethyl)pyrazol-1-yl]-2-methoxyphenyl]boronic acid formic acid salt C(=O)O.NC1=CN=NC2=CC(=CC=C12)C=1C(=CC(=C(C1)B(O)O)OC)N1N=CC(=C1)C(F)F